dimethyl 4-isopropoxy-5-nitro-benzene-1,2-dicarboxylate C(C)(C)OC=1C=C(C(=CC1[N+](=O)[O-])C(=O)OC)C(=O)OC